C=1(C(=CC(=C2C(=CC=C(C12)C(=O)O)C(=O)O)C(=O)O)C(=O)O)C(=O)O 1,2,4,5,8-naphthalenepentacarboxylic acid